N1C=NC(=C1)C1CN(CCC1)C1=NC(=NC=C1)C1=CN=C2N1C=C(N=C2)Br 3-(4-(3-(1H-Imidazol-4-yl)piperidin-1-yl)pyrimidin-2-yl)-6-bromoimidazo[1,2-a]pyrazine